ClC=1C=NN(C1C(=O)NC1=NC=C(C=C1F)C#CC1=CC=CC=C1)CC1C(CN(CC1)C(C(C)C)=O)(F)F 4-chloro-1-((3,3-difluoro-1-isobutyrylpiperidin-4-yl)methyl)-N-(3-fluoro-5-(phenylethynyl)pyridin-2-yl)-1H-pyrazole-5-carboxamide